tert-butyl-dimethyl-[1-methyl-3-(2-methylpyrazol-3-yl)oxy-propoxy]silane Ethyl-{1-[4-(6-cyclopropylmethoxy-pyridin-2-yl)-2,6-difluoro-phenyl]-pyrrolidin-3-yl}-acetate C(C)OC(CC1CN(CC1)C1=C(C=C(C=C1F)C1=NC(=CC=C1)OCC1CC1)F)=O.C(C)(C)(C)[Si](OC(CCOC=1N(N=CC1)C)C)(C)C